OCC1(CC1)CN1N=C(C2=C1C(N(CC2)CC2(CC2)S(=O)(=O)C)=O)C(=O)N 1-((1-(hydroxymethyl)cyclopropyl)methyl)-6-((1-(methylsulfonyl)cyclopropyl)methyl)-7-oxo-4,5,6,7-tetrahydro-1H-pyrazolo[3,4-c]pyridine-3-carboxamide